((7-fluoro-1H-indazol-5-yl)ethynyl)-N-((5-fluoropyridin-2-yl)methyl)-[2,4'-bipyrimidin]-2'-amine FC=1C=C(C=C2C=NNC12)C#CC1=NC(=NC=C1)C1=NC(=NC=C1)NCC1=NC=C(C=C1)F